C(C)(C)(C)OC(=O)NC[C@@H](C(=O)O)C (S)-3-((tert-Butoxycarbonyl)amino)-2-methylpropanoic acid